tert-butyl-(3-chloro-2,3-dicyclohexylphosphino-2',6'-dimethoxy-1,1'-biphenyl-2-yl)palladium (II) C(C)(C)(C)[Pd]C1(C(=CC=CC1(PC1CCCCC1)Cl)C1=C(C=CC=C1OC)OC)PC1CCCCC1